(3R,4R,5R)-3,4-bis(benzyloxy)-5-[(benzyloxy)methyl]oxolan-2-one C(C1=CC=CC=C1)O[C@H]1C(O[C@@H]([C@H]1OCC1=CC=CC=C1)COCC1=CC=CC=C1)=O